methyl 4-chloro-6-methoxy-1-(p-tolylsulfonyl)pyrrolo[2,3-b]pyridine-2-carboxylate ClC1=C2C(=NC(=C1)OC)N(C(=C2)C(=O)OC)S(=O)(=O)C2=CC=C(C=C2)C